(S)-(4-(7-chloropyrazolo[1,5-a]pyridin-2-yl)-6,7-dihydro-1H-imidazo[4,5-c]pyridin-5(4H)-yl)(5-(pyridin-2-yl)-1,3,4-oxadiazol-2-yl)methanone ClC1=CC=CC=2N1N=C(C2)[C@H]2N(CCC1=C2N=CN1)C(=O)C=1OC(=NN1)C1=NC=CC=C1